C(C)(C)(C)OC(=O)N1C[C@@]2(CCN(C2)[C@H](C(=O)O)C2CCCC2)CC1 (S)-2-((S)-7-(tert-butoxycarbonyl)-2,7-diazaspiro[4.4]nonan-2-yl)-2-cyclopentylacetic acid